BrC=1C=C2N[C@@H](C(NC2=CC1)=O)C (R)-6-bromo-3-methyl-3,4-dihydroquinoxalin-2(1H)-one